1-[4-(4-hydroxypiperidin-1-yl)phenyl]prop-2-en-1-one OC1CCN(CC1)C1=CC=C(C=C1)C(C=C)=O